FC1=C(C=C(N)C=C1)C=1C=NN(C1)C(C)C 4-Fluoro-3-(1-isopropyl-1H-pyrazol-4-yl)aniline